3-fluoro-5-formyl-4-hydroxy-N-(2-phenyl-oxazol-4-yl)benzamide FC=1C=C(C(=O)NC=2N=C(OC2)C2=CC=CC=C2)C=C(C1O)C=O